(1-(methoxy(methyl)amino)-1-oxoprop-2-yl)(methyl)carbamic acid tert-butyl ester C(C)(C)(C)OC(N(C)C(C(=O)N(C)OC)C)=O